ethyl-(diisopropyl)amine C(C)N(C(C)C)C(C)C